BrC1=C(N=C(O1)C(C)NC(OC(C)(C)C)=O)C#N Tert-butyl (1-(5-bromo-4-cyanooxazol-2-yl)ethyl)carbamate